N1N=CC2=CC=C(C=C12)C(=O)N[C@H](C(=O)OCC)CCCCCCCC1=NC=2NCCCC2C=C1 Ethyl (2S)-2-(1H-indazole-6-carbonylamino)-9-(5,6,7,8-tetrahydro-1,8-naphthyridin-2-yl)nonanoate